isopropyl 6-diazo-2-((S)-2-methoxy-4-(methylthio)butanamido)-5-oxohexanoate [N+](=[N-])=CC(CCC(C(=O)OC(C)C)NC([C@H](CCSC)OC)=O)=O